tert-Butyl (R)-2-acrylamido-7-methyl-3-(thiazolo[4,5-c]pyridin-2-yl)-4,7-dihydrothieno[2,3-c]pyridine-6(5H)-carboxylate C(C=C)(=O)NC1=C(C2=C([C@H](N(CC2)C(=O)OC(C)(C)C)C)S1)C=1SC2=C(C=NC=C2)N1